methyl (R)-6-(3-methyl-1,4-oxazepan-4-yl)quinoline-4-carboxylate C[C@@H]1COCCCN1C=1C=C2C(=CC=NC2=CC1)C(=O)OC